(S)-N-Fmoc-2-(4'-azidobutyl)alanine C(=O)(OCC1C2=CC=CC=C2C2=CC=CC=C12)N[C@](C)(C(=O)O)CCCCN=[N+]=[N-]